(E)-4-(4-(6-methoxynaphthalen-2-yl)pent-3-en-1-yl)-N-(4-(trifluoromethyl)phenyl)piperazine-1-carboxamide COC=1C=C2C=CC(=CC2=CC1)/C(=C/CCN1CCN(CC1)C(=O)NC1=CC=C(C=C1)C(F)(F)F)/C